The molecule is an ammonium salt obtained by reaction of ammonia with acetic acid. A deliquescent white crystalline solid, it has a relatively low melting point (114℃) for a salt. Used as a food acidity regulator, although no longer approved for this purpose in the EU. It has a role as a food acidity regulator and a buffer. It is an acetate salt and an ammonium salt. CC(=O)[O-].[NH4+]